5-cyclopropyl-3-(2-(dimethylamino)ethyl)-6-oxopyridazine C1(CC1)C1=CC(=NNC1=O)CCN(C)C